GLUCOSAMINE-1-14C O[14CH]1[C@H](N)[C@@H](O)[C@H](O)[C@H](O1)CO